4-methoxy-6-nonylpyridin-2-ol COC1=CC(=NC(=C1)CCCCCCCCC)O